(Z)-(4-azido-1-bromobut-2-en-2-yl)benzene N(=[N+]=[N-])C\C=C(/CBr)\C1=CC=CC=C1